C12(CC3CC(CC(C1)C3)C2)NCC2=CC=C(O2)COC2=C3CN(C(C3=CC=C2)=O)C2C(NC(CC2)=O)=O 3-(4-((5-((adamantan-1-ylamino)methyl)furan-2-yl)methoxy)-1-oxoisoindolin-2-yl)piperidine-2,6-dione